1-(2-(4-bromobenzyloxy)-1-naphthylethyl)-piperidine-4-carboxamide BrC1=CC=C(COC2=C(C3=CC=CC=C3C=C2)CCN2CCC(CC2)C(=O)N)C=C1